BrC=1C=NC2=CC=C(C=C2C1)C1=C(N=C2N1C=CC=C2)C2=NC(=CC=C2)C 3-bromo-6-(2-(6-methylpyridin-2-yl)imidazo[1,2-a]pyridin-3-yl)quinoline